ClC=1C=C(OC2=C(C=CC3=C2NC(=NS3(=O)=O)NCC3=NC=CC=C3F)F)C=CC1 5-(3-chlorophenoxy)-6-fluoro-3-(((3-fluoropyridin-2-yl)methyl)amino)-4H-benzo[e][1,2,4]thiadiazine 1,1-dioxide